C(C(C)CCCCCCCCCCCCCC(=O)O)CCCCCCCCCCCCCC(=O)O propane-1,2-diyl-di(tetradecanoic acid)